tert-butyl (2S,4R)-4-hydroxy-2-((trityloxy)methyl)pyrrolidine-1-carboxylate O[C@@H]1C[C@H](N(C1)C(=O)OC(C)(C)C)COC(C1=CC=CC=C1)(C1=CC=CC=C1)C1=CC=CC=C1